FC(C1=NN=C(S1)C1=CN=C2N1C=C(C=C2N2C[C@@H](OC[C@H]2CC)CO)S(=O)(=O)NC2(COC2)C)F |o1:18,21| rel-3-(5-(difluoromethyl)-1,3,4-thiadiazol-2-yl)-8-((2R,5R)-5-ethyl-2-(hydroxymethyl)morpholino)-N-(3-methyloxetan-3-yl)imidazo[1,2-a]pyridine-6-sulfonamide